ClC=1C=C(C=CC1F)NC(N([C@H](C)C1=CNC(C2=CC=CC=C12)=O)CCCCO)=O (R)-3-(3-chloro-4-fluorophenyl)-1-(4-hydroxybutyl)-1-(1-(1-oxo-1,2-dihydroisoquinolin-4-yl)ethyl)urea